3,4-dihydroxyisoquinoline OC=1N=CC2=CC=CC=C2C1O